C1(CCCC1)COC=1C=C(OC=2N=NNC2)C=CC1 4-(3-(cyclopentylmethoxy)phenoxy)-1H-1,2,3-triazole